CS(=O)(=O)OC(C(=O)OCC)C 2-(methylsulfonyloxy)propionic acid, 2-ethyl ester